3-(pyridin-4-yloxy)azetidin N1=CC=C(C=C1)OC1CNC1